FC1=CC=C(S1)CN 1-(5-fluoro-2-thienyl)methanamine